N-[(1S)-1-[3-chloro-6-(ethylamino)pyridin-2-yl]-2-hydroxyethyl]propionamide ClC=1C(=NC(=CC1)NCC)[C@@H](CO)NC(CC)=O